(R)-N-(1-(2-(bis(4-methoxybenzyl)amino)pyridin-3-yl)vinyl)-2-methylpropane-2-sulfinamide COC1=CC=C(CN(C2=NC=CC=C2C(=C)N[S@](=O)C(C)(C)C)CC2=CC=C(C=C2)OC)C=C1